COC=1C=C(C(=NC1)C)N1CCNCC1 1-(5-Methoxy-2-methylpyridin-3-yl)piperazine